CN1C(CNCC1)C=1C=C(C=CC1)CC(=O)OC methyl 2-[3-(1-methylpiperazin-2-yl)phenyl]acetate